ClC=1C=C(C(=NC1)C1=NC(=CC=2N=C(N(C(C21)=O)CCC)C)N2CC(OCC2)C=2C=NN(C2)C)F 5-(5-chloro-3-fluoro-2-pyridinyl)-2-methyl-7-(2-(1-methyl-1H-pyrazol-4-yl)-4-morpholinyl)-3-propylpyrido-[4,3-d]pyrimidin-4(3H)-one